CO[C@H]1C=2C=C(C=NC2CC(C1)(C)C)C#CC1=CC=CC=C1 |r| (rac)-5-Methoxy-7,7-dimethyl-3-(phenylethynyl)-5,6,7,8-tetrahydroquinoline